C(CCCCC)(=O)O[C@@H]1[C@](O[C@H](C1)N1C=CC2=C1N=C(N=C2N)Cl)(CO)C#C (2R,3S,5R)-5-(4-amino-2-chloro-7H-pyrrolo[2,3-d]pyrimidin-7-yl)-2-ethynyl-2-(hydroxymethyl)tetrahydrofuran-3-yl hexanoate